OC1(CC(C1)C(=O)N1CC2(C1)CC(C2)CC2=CC(=NN2C)C(F)(F)F)C ((1s,3s)-3-hydroxy-3-methylcyclobutyl)(6-((1-methyl-3-(trifluoromethyl)-1H-pyrazol-5-yl)methyl)-2-azaspiro[3.3]hept-2-yl)methanone